3-methyl-1,2-phenylenebis(pyrrolidine-1-carboxylic acid) CC=1C(=C(C=CC1)C1N(CCC1)C(=O)O)C1N(CCC1)C(=O)O